(3R)-3-(2-isopropoxyphenyl)-1-[(3R)-oxan-3-yl]piperazine C(C)(C)OC1=C(C=CC=C1)[C@@H]1CN(CCN1)[C@H]1COCCC1